C1(CC1)C1=CC(=NN1)NC(C(C)C=1C=NN(C1)C1=CC(=CC(=C1)F)C(F)F)=O N-(5-cyclopropyl-1H-pyrazol-3-yl)-2-(1-(3-(difluoromethyl)-5-fluorophenyl)-1H-pyrazol-4-yl)propanamide